4-((4-methoxyphenyl)amino)imidazo[1,5-a]pyrido[4,3-e]pyrazine-3-carboxylic acid COC1=CC=C(C=C1)NC=1C=2N(C3=C(N1)C=CN=C3)C=NC2C(=O)O